5-phenyl-5-(pyrrolidin-1-yl)-4,5,6,7-tetrahydrobenzo[d]-isoxazole C1(=CC=CC=C1)C1(CCC2=C(C=NO2)C1)N1CCCC1